2-(chloro(o-tolyl)methyl)naphthalene ClC(C1=CC2=CC=CC=C2C=C1)C1=C(C=CC=C1)C